[C@@H]1(CCC2=CC=CC=C12)[C@@H](C(=O)NC1=C(C=C(C=C1)[C@@H](C(=O)N(CC(F)(F)F)C)C)F)NC(=O)C1=CC=NN1CC N-((S)-1-((S)-2,3-dihydro-1H-inden-1-yl)-2-((2-fluoro-4-((S)-1-(methyl(2,2,2-trifluoroethyl)amino)-1-oxopropan-2-yl)phenyl)amino)-2-oxoethyl)-1-ethyl-1H-pyrazole-5-carboxamide